Cl.C1=C(C=CC=2C=CCCC12)C(=O)O 7,8-dihydronaphthalene-2-carboxylic acid, hydrochloride salt